4-[2-(6-{3-Azabicyclo[3.1.0]hexan-3-ylmethyl}-4-fluoro-1-oxo-3H-isoindol-2-yl)-6-cyclopropylpyridin-4-yl]-3-(4-methyl-1,2,4-triazol-3-yl)benzonitrile C12CN(CC2C1)CC1=CC(=C2CN(C(C2=C1)=O)C1=NC(=CC(=C1)C1=C(C=C(C#N)C=C1)C1=NN=CN1C)C1CC1)F